2-(4-fluorophenyl)-7,7-dimethyl-3-(pyridin-4-yl)-4,5,6,7-tetrahydropyrazolo[1,5-a]pyrazine FC1=CC=C(C=C1)C1=NN2C(CNCC2(C)C)=C1C1=CC=NC=C1